FC1=C(C=CC(=N1)C(=O)NC)NC1CC2C(CN(C2)CC=2C(=C3NC(C(=NC3=CC2)C)=O)F)C1 6-fluoro-5-((2-((5-fluoro-2-methyl-3-oxo-3,4-dihydroquinoxalin-6-yl)methyl)octahydrocyclopenta[c]pyrrol-5-yl)amino)-N-methylpicolinamide